(E)-N-(3-bromo-9H-fluoren-9-ylidene)cyanamide BrC=1C=CC=2\C(\C3=CC=CC=C3C2C1)=N\C#N